ClC1=CC(=CC2=C1[C@H](CO2)NC)C(F)(F)F (R)-4-chloro-N-methyl-6-(trifluoromethyl)-2,3-dihydrobenzofuran-3-amine